ClC1=CC=C(C(=N1)C(=O)OC)N[C@H](C)C=1C=C(C=C2C(C(=C(OC12)C1=CC=CC=C1)C)=O)C methyl 6-chloro-3-[[(1R)-1-(3,6-dimethyl-4-oxo-2-phenyl-chromen-8-yl)ethyl]amino]pyridine-2-carboxylate